6-(((3R,4S)-4-fluoro-1-methylpyrrolidin-3-yl)oxy)-7-methoxy-4-(1-methyl-3-phenyl-1H-pyrazol-4-yl)quinazoline F[C@@H]1[C@@H](CN(C1)C)OC=1C=C2C(=NC=NC2=CC1OC)C=1C(=NN(C1)C)C1=CC=CC=C1